ClC=1C=C(C(=NC1)OC)C(=O)N1CCC(CC1)CCCCNC(=O)C=1C=CC=2N(C1)C=CN2 N-(4-{1-[(5-chloro-2-methoxypyridin-3-yl)carbonyl]piperidin-4-yl}butyl)imidazo[1,2-a]pyridine-6-carboxamide